1-vinyl-2,3-dimethylbenzene C(=C)C1=C(C(=CC=C1)C)C